OC1=CC=C2NC=C(CCN(CC)C)C2=C1 5-hydroxy-N-methyl-N-ethyltryptamine